methyl (S)-4-(7-((6-((tert-butoxycarbonyl)amino)pyridin-2-yl)methyl)-2,7-diazaspiro[3.5]nonane-2-yl)-3-(3-(3,5-dimethyl-1H-pyrazol-1-yl)phenyl)butanoate C(C)(C)(C)OC(=O)NC1=CC=CC(=N1)CN1CCC2(CN(C2)C[C@@H](CC(=O)OC)C2=CC(=CC=C2)N2N=C(C=C2C)C)CC1